[C@H]12CN(C[C@H](CC1)N2)C2=NC(=NC1=C(C(=CC=C21)C2=CN=CC1=CC=CC(=C21)Cl)F)OCC21CCCN1CCC2 4-((1R,5S)-3,8-diazabicyclo[3.2.1]octan-3-yl)-7-(5-chloroisoquinolin-4-yl)-8-fluoro-2-((tetrahydro-1H-pyrrolizin-7a(5H)-yl)methoxy)quinazoline